CC(\C=C(/CO)\C)NC1=C2N=CN(C2=NC=N1)C1[C@H](O)[C@@H](O)[C@H](O)[C@H](O1)CO 6-(Z)-(1'-methyl-4-hydroxy-3-methylbut-2-en-1-ylamino)-9-glucopyranosylpurine